4,6-difluoro-2-(methylamino)benzo[d]oxazole-5-carbaldehyde FC1=C(C(=CC2=C1N=C(O2)NC)F)C=O